C1(CC1)C=1C=C(CO[C@@H](C(=O)NC2(CC2)C2=CC=C(C(=O)O)C=C2)C(C)C)C=CC1F (R)-4-(1-(2-((3-cyclopropyl-4-fluorobenzyl)oxy)-3-methylbutanoylamino)cyclopropyl)benzoic acid